4-(1-butyl)-N-cyclooctyl-4,5-dihydro-7-hydroxy-2-methyl-5-oxo-2H-pyrazolo[4,3-b]pyridin-6-carboxamide C(CCC)N1C=2C(C(=C(C1=O)C(=O)NC1CCCCCCC1)O)=NN(C2)C